ClC1=CC(=C(C=C1)N1CC(N(C2(CC(C2)O)C1=O)CC1=CC=C(C=C1)F)=O)F (2r,4r)-8-(4-chloro-2-fluorophenyl)-5-(4-fluorobenzyl)-2-hydroxy-5,8-diazaspiro[3.5]nonane-6,9-dione